NC1=NC(=C(C=C1C=1C=C2CCNC(C2=CC1)=O)C1=CC=C(C=C1)N1C[C@H](CC1)S(=O)(=O)C)F (S)-6-(2-amino-6-fluoro-5-(4-(3-(methylsulfonyl)pyrrolidin-1-yl)phenyl)pyridin-3-yl)-3,4-dihydroisoquinolin-1(2H)-one